N[C@@H](CCCNC(N)=N)C(=O)N[C@@H](CC1=CNC2=CC=CC=C12)C(=O)N[C@@H](CS)C(=O)N L-arginyl-L-tryptophanyl-L-cysteine amide